triethoxysilylmethylcarbamate C(C)O[Si](OCC)(OCC)CNC([O-])=O